6-[[(3R,5S)-1-Ethyl-5-methyl-3-piperidyl]amino]-3-[2-hydroxy-4-(trifluoro-methyl)phenyl]-4-methyl-1,2,4-triazin-5-one C(C)N1C[C@@H](C[C@@H](C1)C)NC=1C(N(C(=NN1)C1=C(C=C(C=C1)C(F)(F)F)O)C)=O